COC1=CC2=CC3=C(C(OC3C(=O)N)=O)C(=C2C=C1OC)C=1C=NC(=NC1)N1CCOCC1 6,7-dimethoxy-9-(2-morpholinopyrimidin-5-yl)naphtho[2,3-c]furan-1(3H)-onecarboxamide